4-(2-(ethoxymethoxy)-6-fluorobenzoyl)benzoic acid C(C)OCOC1=C(C(=O)C2=CC=C(C(=O)O)C=C2)C(=CC=C1)F